N1(C=NC=C1)C(=O)N1CCCCC1 (1H-imidazol-1-yl)(piperidin-1-yl)methanone